8-[[1-(trifluoromethyl)cyclopropyl]methoxy]-5-azaspiro[2.5]octane trifluoroacetic acid salt FC(C(=O)O)(F)F.FC(C1(CC1)COC1CCNCC12CC2)(F)F